CC=1N=C(SC1C1=CC=C2C(=NNC2=C1)\C=C\C1=NC=CC=C1)N (E)-4-methyl-5-(3-(2-(pyridin-2-yl)vinyl)-1H-indazol-6-yl)thiazol-2-amine